O=C1NC(CCC1N1C(N(C2=C1C=CC=C2C2CCN(CC2)CC2CCC(CC2)N2N=C1C=C(C(=CC1=C2)NC(OC(C)(C)C)=O)F)C)=O)=O tert-butyl N-[2-[4-[[4-[1-(2,6-dioxo-3-piperidyl)-3-methyl-2-oxo-benzimidazol-4-yl]-1-piperidyl]methyl]cyclohexyl]-6-fluoro-indazol-5-yl]carbamate